8-(3,5-dichlorophenyl)-4-morpholino-1,6-naphthyridine-3-carboxylic acid ClC=1C=C(C=C(C1)Cl)C=1C=NC=C2C(=C(C=NC12)C(=O)O)N1CCOCC1